5-((2-(4-(2-((3-fluoro-4-(trifluoromethoxy)benzyl)amino)ethyl)-1H-1,2,3-triazol-1-yl)ethyl)amino)benzo[c][2,6]naphthyridine-8-carboxamide FC=1C=C(CNCCC=2N=NN(C2)CCNC2=NC3=C(C4=CN=CC=C24)C=CC(=C3)C(=O)N)C=CC1OC(F)(F)F